phosphorus (methyl acetate) CCC(=O)[O-].[P+3].CCC(=O)[O-].CCC(=O)[O-]